2,6-di-tert-butyl-4-(4-nitrobenzylidene)cyclohexen C(C)(C)(C)C1=CC(CC(C1)=CC1=CC=C(C=C1)[N+](=O)[O-])C(C)(C)C